C1CC12COC(OC2)CN2N=NC(=C2)C2=C(C=C(C=C2)N2CC(C2)C(C)O)N(C)C 1-(1-(4-(1-(5,7-dioxaspiro[2.5]octan-6-ylmethyl)-1H-1,2,3-triazol-4-yl)-3-(dimethylamino)phenyl)azetidin-3-yl)ethanol